(S)-3-(3-amino-1-(4-((6-amino-9H-purin-9-yl)methyl)-6-(3,4-difluorophenyl)pyridin-3-yl)piperidin-3-yl)-N,N-dimethylpropanamide N[C@]1(CN(CCC1)C=1C=NC(=CC1CN1C2=NC=NC(=C2N=C1)N)C1=CC(=C(C=C1)F)F)CCC(=O)N(C)C